OC[C@H]1O[C@@H]([C@@H]([C@H]([C@H]1O)N1N=NC(=C1)C1=CC(=C(C(=C1)F)F)F)OC(C)C)CC1=NOC(=C1)C1CCNCC1 (2R,3R,4S,5R,6R)-2-(hydroxymethyl)-5-isopropoxy-6-((5-(piperidin-4-yl)isoxazol-3-yl)methyl)-4-(4-(3,4,5-trifluorophenyl)-1H-1,2,3-triazol-1-yl)tetrahydro-2H-pyran-3-ol